NCCC1=CC=C(C=N1)C1=C(C=C(C#N)C=C1)OC1=NC(=NC(=C1)C=1C=NC=CC1)C 4-[6-(2-aminoethyl)pyridin-3-yl]-3-(2-methyl-6-pyridin-3-ylpyrimidin-4-yl)oxybenzonitrile